3-(2-(8-oxa-3-azabicyclo[3.2.1]oct-3-yl)-2-oxoethyl)-7-hydroxy-6-methoxy-4-methyl-2-oxo-2H-benzopyran-8-carbaldehyde C12CN(CC(CC1)O2)C(CC=2C(OC1=C(C2C)C=C(C(=C1C=O)O)OC)=O)=O